[Si](C)(C)(C(C)(C)C)OCC(C=C)O ((tert-Butyldimethylsilanyloxy)methyl)prop-2-en-1-ol